FC=1C=C(/C=C/C=2C=C3C(C(NC3=CC2)=O)=O)C=CC1 (E)-5-(3-Fluorostyryl)isatin